P(=O)(OC1=CC=C(C=C1)OP(=O)(OC1=C(C=C(C=C1Br)Br)Br)OC1=C(C=C(C=C1Br)Br)Br)(OC1=C(C=C(C=C1Br)Br)Br)OC1=C(C=C(C=C1Br)Br)Br p-phenylene tetrakis(2,4,6-tribromophenyl) bisphosphate